[Tc].OC(C=O)C(C(CC=O)(C)O)O 2,3,4-trihydroxy-4-methyl-hexanedial technetium